Trans-2-(1,1-difluoroethyl)cyclopropanecarboxylic acid FC(C)(F)[C@H]1[C@@H](C1)C(=O)O